7-chloro-5-(4-chloro-2-fluorophenyl)-2,3-dimethylpyrido[3,4-b]pyrazine ClC1=CC=2C(=NC(=C(N2)C)C)C(=N1)C1=C(C=C(C=C1)Cl)F